2-amino-6-{[(2-azidocyclopentyloxy)carbonyl]amino}hexanoic acid NC(C(=O)O)CCCCNC(=O)OC1C(CCC1)N=[N+]=[N-]